C(CCCCCCCCC)N(C(=O)N)CCCCCCCCCC N,N-didecylurea